Cl.N1CC(C1)N1C2CN(CC1CC2)C2=C1C(=NC=C2)NC(=N1)C=1C=NN(C1)C 7-(8-(azetidin-3-yl)-3,8-diazabicyclo[3.2.1]oct-3-yl)-2-(1-methyl-1H-pyrazol-4-yl)-3H-imidazo[4,5-b]pyridine hydrochloride